N-[5-(2,2-difluoroethyl)-4-methoxy-pyrimidin-2-yl]-8H-pyrrolo[2,3-e][1,3]benzothiazole FC(CC=1C(=NC(=NC1)N1CSC2=C1C1=C(C=C2)C=CN1)OC)F